N(=NC1(CCCCC1)C#N)C1(CCCCC1)C#N 1,1'-azobiscyclohexane-1-carbonitrile